C(CCCCCCCCCCC)#N Dodecanenitril